[Cl-].[Cl-].[Br-].NC1=C(C=NN1CCC[NH3+])/N=N/C=1N(C=C[N+]1CCC[NH3+])CCCCCC (E)-2-((5-amino-1-(3-ammoniopropyl)-1H-pyrazol-4-yl)diazenyl)-3-(3-ammoniopropyl)-1-hexyl-1H-imidazol-3-ium bromide dichloride